naphtho[2,3-b:7,6-b']Difuran O1C2=C(C=C1)C=C1C=C3C(OC=C3)=CC1=C2